7-methoxy-N-(6-methylpyridin-2-yl)-2-(tetrahydro-2H-pyran-4-yl)imidazo[1,2-a]pyridine-6-carboxamide COC1=CC=2N(C=C1C(=O)NC1=NC(=CC=C1)C)C=C(N2)C2CCOCC2